N(C1=CC=CC=C1)C1=NNC=C1 ANILINO-PYRAZOL